N-{(3R)-1-[4-({(1R)-1-[3-(1,1-difluoro-2-hydroxy-2-methylpropyl)-2-fluorophenyl]ethyl}amino)-2-methylpyrido[3,4-d]pyrimidin-6-yl]pyrrolidin-3-yl}acetamide FC(C(C)(C)O)(F)C=1C(=C(C=CC1)[C@@H](C)NC=1C2=C(N=C(N1)C)C=NC(=C2)N2C[C@@H](CC2)NC(C)=O)F